N1=C(C=CC=C1)C=1C=C(C=C(C1)C1=NC=CC=C1)NC(C1=CC(=C(C(=C1)OCCCCCCCCCCCC)OCCCCCCCCCCCC)OCCCCCCCCCCCC)=O N-(3,5-di(pyridin-2-yl)phenyl)-3,4,5-tris(dodecyloxy)benzamide